C(C)N1C(=CC(C2=CC=CC=C12)=C(C#N)C#N)\C=C\C=1C=CC=2N(C3=CC=C(C=C3SC2C1)C=O)CC (E)-2-(1-ethyl-2-(2-(10-ethyl-7-formyl-10H-phenothiazin-3-yl)vinyl)quinoline-4(1H)-ylidene)malononitrile